(3-(3,5-dihydroxyphenylmethylaminocarbonyl)-2,5-dihydroxyphenyl)acetic acid OC=1C=C(C=C(C1)O)CNC(=O)C=1C(=C(C=C(C1)O)CC(=O)O)O